O[C@H]1[C@H](CC2(CN(C2)C(=O)OC(C)(C)C)CC1)C tert-butyl (6S,7R)-7-hydroxy-6-methyl-2-azaspiro[3.5]nonane-2-carboxylate